phosphonic acid bis(2-(trimethylsilyl) ethyl) ester C[Si](CCOP(OCC[Si](C)(C)C)=O)(C)C